ethyl 1-amino-2-(1-(tert-butoxycarbonyl) pyrrolidin-2-yl)-4-(4-((4-(trifluoro-methyl) pyridin-2-yl) carbamoyl) phenyl)-1H-imidazole-5-carboxylate NN1C(=NC(=C1C(=O)OCC)C1=CC=C(C=C1)C(NC1=NC=CC(=C1)C(F)(F)F)=O)C1N(CCC1)C(=O)OC(C)(C)C